O1CCOC2=C1C=CC(=C2)NC(=O)NC=2C=C1C(=CC(=NC1=CC2)C2=CC=CC=C2)N2CCOCC2 1-(2,3-dihydro-1,4-benzodioxin-6-yl)-3-[4-(4-morpholinyl)-2-phenyl-6-quinolinyl]urea